C(C)(C)(C)N=C=NC(C)(C)C N,N'-di-tert-butyl-carbodiimide